C(C)N(CCNC(=O)OC(CCC(=O)OCCC)CCCCCC)C propyl 4-(((2-(ethyl(methyl)amino)ethyl)carbamoyl)oxy)decanoate